amyl-(2-hydroxyethyl)-methyl-sulfonium bromide [Br-].C(CCCC)[S+](C)CCO